Methyl 3-chloro-6-(2,2-difluoro-4-methoxybenzo[d][1,3]dioxol-5-yl)picolinate ClC=1C(=NC(=CC1)C1=C(C2=C(OC(O2)(F)F)C=C1)OC)C(=O)OC